N1=CNC2=C1CCCC2=O 6,7-dihydro-3H-benzo[d]Imidazol-4(5H)-one